C(C)C1=C(C=CC(=C1)N1C[C@@H]2N(CC1)CCC2)NC2=NC=C(C(=N2)NCCCN2C(OC=CC2)=O)C#N (R)-2-((2-ethyl-4-(hexahydropyrrolo[1,2-a]pyrazin-2(1H)-yl)phenyl)amino)-4-((3-(2-oxo-1,3-oxazin-3-yl)propyl)amino)pyrimidine-5-carbonitrile